1-octylnonyl 8-[3-[2-[2-[2-(2-azidoethoxy)ethoxy]ethoxy]ethoxy]-2-[8-(1-octylnonoxy)-8-oxo-octoxy]propoxy]octanoate N(=[N+]=[N-])CCOCCOCCOCCOCC(COCCCCCCCC(=O)OC(CCCCCCCC)CCCCCCCC)OCCCCCCCC(=O)OC(CCCCCCCC)CCCCCCCC